O1CC=NC=C1C(=O)O [1,4]Oxazine-6-carboxylic acid